P(=O)([O-])([O-])[O-].[V+5].[Mn+2].[Al+3] aluminum manganese vanadium phosphate